C(CCCCCCCCCC)N(C(\C=C\C(=O)O)=O)CCCCCCCCCCC N,N-di-n-undecyl-fumaric acid amide